ClC1=C(C=C(C(=O)O)C=C1)NS(=O)(=O)C1=CC=C(C=C1)C 4-chloro-3-((4-methylphenyl)sulfonylamino)benzoic acid